NC1=C(C=CC=C1)N1CCN(CC1)C=1C(=NC(=C(N1)C)C1=CC2=C(ONO2)C=C1)CO (3-(4-(2-aminophenyl)piperazin-1-yl)-6-(benzo[d][1,3]dioxazol-5-yl)-5-methylpyrazin-2-yl)methanol